Methyldi(p-tolyl)sulfoxonium C[S+](=O)(C1=CC=C(C=C1)C)C1=CC=C(C=C1)C